C(C)OC(=C)C1=NC=CC(=N1)COC1=CC=C(C=C1)C(C)(C)C1=CC=C(C=C1)O 4-(2-(4-((2-(1-Ethoxyvinyl)pyrimidin-4-yl)methoxy)phenyl)propan-2-yl)phenol